chromium tri-tetrahydrofuran O1CCCC1.O1CCCC1.O1CCCC1.[Cr]